3-(imidazo[1,2-a]pyridin-1(8aH)-ylmethyl)bicyclo[1.1.1]pentan N1(C=CN2C1C=CC=C2)CC21CC(C2)C1